tert-butyl (R)-4-(7-bromo-6-chloro-2-((2-fluoro-3-hydroxy-3-methylbutyl)amino)quinazolin-4-yl)piperazine-1-carboxylate BrC1=C(C=C2C(=NC(=NC2=C1)NC[C@H](C(C)(C)O)F)N1CCN(CC1)C(=O)OC(C)(C)C)Cl